C1(CC1)C1=CC2=C(CC(O2)(C)C)C=C1NC(=O)C=1C=NN2C1N=C(C=C2)C[C@@H]2C(NCC2)=O (R)-N-(6-cyclopropyl-2,2-dimethyl-2,3-dihydrobenzofuran-5-yl)-5-((2-oxopyrrolidin-3-yl)methyl)pyrazolo[1,5-a]pyrimidine-3-carboxamide